N[C@@H]1CN(CC[C@H]1F)C1=NC2=C(N1CC(=O)N1CCC(CC1)C(=O)N1CCCCC1)C=C(C(=C2)F)F 2-(2-((3R,4R)-3-Amino-4-fluoropiperidin-1-yl)-5,6-difluoro-1H-benzo[d]imidazol-1-yl)-1-(4-(piperidin-1-carbonyl)piperidin-1-yl)ethan-1-on